1-(5-chloro-3-fluoropyridin-2-yl)-3-(3-hydroxybicyclo-[1.1.1]pentan-1-yl)-4-(4-methylbenzyl)piperazine-2,5-dione ClC=1C=C(C(=NC1)N1C(C(N(C(C1)=O)CC1=CC=C(C=C1)C)C12CC(C1)(C2)O)=O)F